(1R,4s)-4-(8-(4-chloro-2,6-difluorophenylamino)-2-((1S,3S)-3-hydroxycyclohexylamino)-9H-purin-9-yl)cyclohexanecarboxamide ClC1=CC(=C(C(=C1)F)NC=1N(C2=NC(=NC=C2N1)N[C@@H]1C[C@H](CCC1)O)C1CCC(CC1)C(=O)N)F